2-methanesulfonyl-7-(2-phenylethoxy)-5-[2-(triisopropylsilyl)ethynyl]pyrido[2,3-d]pyrimidine CS(=O)(=O)C=1N=CC2=C(N1)N=C(C=C2C#C[Si](C(C)C)(C(C)C)C(C)C)OCCC2=CC=CC=C2